C(C)[P+](CC(C)C)(C)CC Diethyl-(methyl)(isobutyl)phosphonium